tert-butyl N-(tert-butoxycarbonylamino)-N-(2-methoxy-1,1-dimethyl-ethyl)carbamate C(C)(C)(C)OC(=O)NN(C(OC(C)(C)C)=O)C(COC)(C)C